C(#N)C1=C(SC2=C1C(=NC=C2F)C=2C1=C(C=3C=NC(=NC3C2F)SCC)COC1)NC(OC(C)(C)C)=O tert-Butyl N-[3-cyano-4-(3-ethylsulfanyl-5-fluoro-7,9-dihydrofuro[3,4-f]quinazolin-6-yl)-7-fluoro-thieno[3,2-c]pyridin-2-yl]carbamate